trans-4-(3-(2-((4-aminocyclohexyl)amino)-5-fluoropyrimidin-4-yl)phenyl)morpholin-3-one N[C@@H]1CC[C@H](CC1)NC1=NC=C(C(=N1)C=1C=C(C=CC1)N1C(COCC1)=O)F